4-(5-amino-2-fluorophenyl)-1H-indole NC=1C=CC(=C(C1)C1=C2C=CNC2=CC=C1)F